C(C1=CC=CC=C1)O[C@@](CC=C)(C(F)(F)F)C1=NN=C(O1)C1=NC(=C(C=C1NC(OC(C)(C)C)=O)C(F)(F)F)C(=O)C1(CC1)CCC=C tert-Butyl N-[2-[5-[(1R)-1-benzyloxy-1-(trifluoromethyl)but-3-enyl]-1,3,4-oxadiazol-2-yl]-6-(1-but-3-enylcyclopropanecarbonyl)-5-(trifluoromethyl)-3-pyridyl]carbamate